3-(1-hydroxybutan-2-ylidene)azetidine-1-carbamic acid tert-butyl ester C(C)(C)(C)OC(NN1CC(C1)=C(CO)CC)=O